monosodium sulfoterephthalate S(=O)(=O)(O)C1=C(C(=O)[O-])C=CC(=C1)C(=O)O.[Na+]